FC1=C(C(=C(C(=C1C(=O)NCB)C)F)F)F.[K] potassium trifluoro-[[(5-fluoro-2-methyl-benzoyl)amino]methyl]borane